ClC=1C(=NC(=NC1)N[C@H]1[C@@H](COCC1)O)C1=CN=C(S1)[C@H]1CN(CC1)C (3S,4R)-4-((5-chloro-4-(2-((R)-1-methylpyrrolidin-3-yl)thiazol-5-yl)pyrimidin-2-yl)amino)tetrahydro-2H-pyran-3-ol